C1CCC2=C(C=CC=C12)C1=C(C=C2C(=N1)C(=NN2CC2=CC=C(C=C2)OC)C=2C=CC(=NC2)N2CC(C2)NC)OC (5-(5-(2,3-dihydro-1H-inden-4-yl)-6-methoxy-1-(4-methoxybenzyl)-1H-pyrazolo[4,3-b]pyridin-3-yl)pyridin-2-yl)-N-methylazetidin-3-amine